1-(3-(4-Chloro-7-fluoro-2-(4-(2-methoxyphenyl)piperazine-1-carbonyl)-1H-indol-6-yl)-5,6-dihydropyridin-1(2H)-yl)-3-(1H-1,2,3-triazol-1-yl)propan-1-one ClC1=C2C=C(NC2=C(C(=C1)C=1CN(CCC1)C(CCN1N=NC=C1)=O)F)C(=O)N1CCN(CC1)C1=C(C=CC=C1)OC